C(CCCCCCC\C=C/CCCCCCCC)(=O)N(C(CCCCCCC\C=C/CCCCCCCC)=O)C(C(COC(CCCCCCC\C=C/CCCCCCCC)=O)OC(CCCCCCC\C=C/CCCCCCCC)=O)N(C)C 3-(N,N-dioleoylamino)-1,2-dioleoyloxy-3-dimethylaminopropane